C(C)(=O)OC\C=C(/C)\CCC=C(C)C GERANYL ACETAT